CNC=1N=C(C(=NC1C=1C2=C(C=NC1)N(C=N2)C)C(=O)N)NC2=CC=C(C=C2)N2CCOCC2 5-(Methylamino)-6-(3-methylimidazo[4,5-c]pyridin-7-yl)-3-(4-morpholinoanilino)pyrazin-2-carboxamid